COC([C@H](CC1=CC=C(C=C1)N1C(C2(C3=CC=CC(=C13)Cl)CC2)=O)NC(C2=C(C=CC=C2F)Cl)=O)=O (S)-3-(4-(7'-chloro-2'-oxospiro[cyclopropane-1,3'-indoline]-1'-yl)phenyl)-2-(2-chloro-6-fluorobenzamido)propanoic acid methyl ester